isoleucyl-adenosine monophosphate P(=O)(O)(O)OC[C@@H]1[C@H]([C@H]([C@@](O1)(N1C=NC=2C(N)=NC=NC12)C([C@@H](N)[C@@H](C)CC)=O)O)O